(3-amino-5-(4-bromophenyl)-1H-pyrazol-1-yl)(3,4-dimethoxyphenyl)methanone NC1=NN(C(=C1)C1=CC=C(C=C1)Br)C(=O)C1=CC(=C(C=C1)OC)OC